O=C1NC(CCC1N1C(C2=CC=C(C=C2C1=O)N1CCC(CC1)CC1CCNCC1)=O)=O 2-(2,6-dioxo-3-piperidinyl)-5-[4-(4-piperidylmethyl)-1-piperidinyl]isoindoline-1,3-dione